ClC1=C(C=NN1C)N1N=C(C=CC1=O)C(=O)OC Methyl 1-(5-chloro-1-methyl-pyrazol-4-yl)-6-oxo-pyridazine-3-carboxylate